FC(C)(F)C1=NC(=CC(=N1)N1N=C(C=2C=NC(=CC21)NC(CC)=O)N2CC1N(C(C2)C1)CC)C N-(1-(2-(1,1-difluoroethyl)-6-methylpyrimidin-4-yl)-3-(6-ethyl-3,6-diazabicyclo[3.1.1]heptan-3-yl)-1H-pyrazolo[4,3-c]pyridin-6-yl)propionamide